R-1-indanol [C@H]1(CCC2=CC=CC=C12)O